ClC1=C(C=CC=C1I)[C@]1(N/C(/N(C(C1)=O)[C@@H]1C[C@@H](C(CC1)(F)F)C)=N\C(OC(C)(C)C)=O)C tert-Butyl (NE)-N-{(4S)-4-(2-chloro-3-iodophenyl)-1-[(1S,3S)-4,4-difluoro-3-methyl-cyclohexyl]-4-methyl-6-oxohexahydropyrimidin-2-ylidene}carbamate